CNC1COCC=2NC(C3=C(C21)SC=C3)=O 9-(methylamino)-8,9-dihydro-5H-pyrano[3,4-b]thieno[2,3-d]pyridin-4(6H)-one